N-(1-methyl-2-oxo-5-phenyl-2,3-dihydro-1H-benzo[e][1,4]diazepin-3-yl)-propionamide CN1C(C(N=C(C2=C1C=CC=C2)C2=CC=CC=C2)NC(CC)=O)=O